methyl-glucal distearate C(CCCCCCCCCCCCCCCCC)(=O)O.C(CCCCCCCCCCCCCCCCC)(=O)O.CC=1O[C@@H]([C@H]([C@@H](C1)O)O)CO